(1-(4-(5-(trifluoromethyl)-1,2,4-oxadiazol-3-yl)phenyl)-1H-imidazol-4-yl)methylamine hydrochloride Cl.FC(C1=NC(=NO1)C1=CC=C(C=C1)N1C=NC(=C1)CN)(F)F